4-(4-(4-fluorophenoxy)benzyl)-5-methyl-2-(4-(pyridin-4-yl)phenyl)oxazole FC1=CC=C(OC2=CC=C(CC=3N=C(OC3C)C3=CC=C(C=C3)C3=CC=NC=C3)C=C2)C=C1